(1-(4-(3,3-difluorocyclobutoxy)-6-((4,4-difluorocyclohexyl)amino)pyrimidin-2-yl)-1H-pyrazol-3-yl)methanol zirconium (IV) tertiary butoxide CC(C)(C)[O-].[Zr+4].FC1(CC(C1)OC1=NC(=NC(=C1)NC1CCC(CC1)(F)F)N1N=C(C=C1)CO)F.CC(C)(C)[O-].CC(C)(C)[O-].CC(C)(C)[O-]